cyano-4'-methylbiphenyl C(#N)C1=C(C=CC=C1)C1=CC=C(C=C1)C